((1H-pyrrolo[2,3-b]pyridin-1-yl)sulfonyl)aniline N1(C=CC=2C1=NC=CC2)S(=O)(=O)NC2=CC=CC=C2